9-naphthyltetracyclo[6.2.1.13,6.02,7]dodec-4-ene C1(=CC=CC2=CC=CC=C12)C1C2C3C4C=CC(C3C(C1)C2)C4